CC1=NC(=CC(=C1)C=1NC2=CC(=CC=C2C1C)C=1C=CC2=C(NC(=N2)[C@@H]2N([C@H]3CC[C@@H]2C3)C(=O)OC(C)(C)C)C1)C tert-butyl (1S,3R,4R)-3-[6-[2-(2,6-dimethyl-4-pyridyl)-3-methyl-1H-indol-6-yl]-1H-benzimidazol-2-yl]-2-azabicyclo[2.2.1]heptane-2-carboxylate